N(=[N+]=[N-])C12CCC(CC1)(CC2)N=[N+]=[N-] 1,4-diazido-bicyclo[2.2.2]octane